4-((S)-4-Acryloyl-3-methylpiperazin-1-yl)-6-fluoro-7-(2-fluoro-6-hydroxyphenyl)-1-(2-isopropyl-6-methylphenyl)pyrido[2,3-d]pyrimidin-2(1H)-one C(C=C)(=O)N1[C@H](CN(CC1)C=1C2=C(N(C(N1)=O)C1=C(C=CC=C1C)C(C)C)N=C(C(=C2)F)C2=C(C=CC=C2O)F)C